The molecule is a dipeptide composed of L-asparagine and L-histidine joined by a peptide linkage. It has a role as a metabolite. It derives from a L-asparagine and a L-histidine. C1=C(NC=N1)C[C@@H](C(=O)O)NC(=O)[C@H](CC(=O)N)N